benzo[1,2-d][1,3]dioxazole O1NOC2=C1C=CC=C2